N-(2-chloro-3-((3,5-dimethyl-4-oxo-3,4-dihydroquinazolin-6-yl)thio)-4-fluorophenyl)propane-1-sulfonamide ClC1=C(C=CC(=C1SC=1C(=C2C(N(C=NC2=CC1)C)=O)C)F)NS(=O)(=O)CCC